2,4-Bis(benzyloxy)-6-(2-oxopropoxy)-8-[(2S,3S,4R)-2,3,4,5-tetrakis(benzyloxy)pentyl]pteridin-7(8H)-one C(C1=CC=CC=C1)OC1=NC=2N(C(C(=NC2C(=N1)OCC1=CC=CC=C1)OCC(C)=O)=O)C[C@@H]([C@@H]([C@@H](COCC1=CC=CC=C1)OCC1=CC=CC=C1)OCC1=CC=CC=C1)OCC1=CC=CC=C1